N2,N4-bis((R)-1-cyclopropylethyl)-6-(6-(trifluoromethyl)-pyridin-2-yl)1,3,5-triazine-2,4-diamine C1(CC1)[C@@H](C)NC1=NC(=NC(=N1)N[C@H](C)C1CC1)C1=NC(=CC=C1)C(F)(F)F